C(C1=CC=CC=C1)N1C(N(C=2N=C(N(C2C1=O)CC1=CC=CC=C1)SCC(=O)O)C)=O 2-((1,7-dibenzyl-3-methyl-2,6-dioxo-2,3,6,7-tetrahydro-1H-purin-8-yl)thio)acetic acid